N-(1-(2,4-bis(trifluoromethyl)benzyl)-1H-pyrazol-4-yl)-3-(3-fluorophenyl)-1,2,4-oxadiazole-5-carboxamide formate sodium 3-(3-fluorophenyl)-1,2,4-oxadiazole-5-carboxylate FC=1C=C(C=CC1)C1=NOC(=N1)C(=O)[O-].[Na+].C(=O)O.FC(C1=C(CN2N=CC(=C2)NC(=O)C2=NC(=NO2)C2=CC(=CC=C2)F)C=CC(=C1)C(F)(F)F)(F)F